NC=1C2=C(N=CN1)N(C(=C2C=2C=NC(=NC2)C(F)(F)F)C#N)C(C)C=2N=NN(C2)C2=C(C=CC=C2)F 4-amino-7-{1-[1-(2-fluorophenyl)-1H-1,2,3-triazol-4-yl]ethyl}-5-[2-(trifluoromethyl)pyrimidin-5-yl]-7H-pyrrolo[2,3-d]pyrimidine-6-carbonitrile